Cl.[C@H]12COC[C@@H]2C1N (1R,5S,6r)-3-oxabicyclo[3.1.0]hexan-6-amine hydrochloride